COC(=O)C1CCC(CC1)N1C2=NC(=NC(=C2N=C1)Cl)Cl 4-(2,6-dichloro-9H-purin-9-yl)cyclohexanecarboxylic acid methyl ester